Cl.FC=1C=C(OC2=C3C(=NC=C2)NC=C3C3=NC(=NC=C3)N)C=C(C1)F 4-(4-(3,5-difluorophenoxy)-1H-pyrrolo[2,3-b]pyridin-3-yl)pyrimidin-2-amine hydrochloride